N-(3-methyl-5-(methylsulfonamido)phenyl)-4-phenylthiophene-2-carboxamide CC=1C=C(C=C(C1)NS(=O)(=O)C)NC(=O)C=1SC=C(C1)C1=CC=CC=C1